NC1=C(C=CC(=C1F)NCC1=CC=C(C=C1)C(F)(F)F)NC(CCCC[C@@H](C(C)F)F)=O (6S)-N-(2-amino-3-fluoro-4-((4-(trifluoromethyl)benzyl)amino)phenyl)-6,7-difluorooctanamide